6-fluoro-8-methoxy-1,4-dihydro-4-oxo-3-quinolinecarboxylate FC=1C=C2C(C(=CNC2=C(C1)OC)C(=O)[O-])=O